1-[4-[(5-cyclopropyl-1H-pyrazol-3-yl)amino]pyrrolo[2,1-f][1,2,4]triazin-2-yl]-N-(6-fluoro-3-pyridinyl)-2-methyl-pyrrolidine-2-carboxamide C1(CC1)C1=CC(=NN1)NC1=NC(=NN2C1=CC=C2)N2C(CCC2)(C(=O)NC=2C=NC(=CC2)F)C